Chloromethyl (S)-4-(2-((tert-butoxycarbonyl)amino)-3-methylbutanamido)butanoate C(C)(C)(C)OC(=O)N[C@H](C(=O)NCCCC(=O)OCCl)C(C)C